3-[(4-{3-(cyanomethyl)-3-[4-(7H-pyrrolo[2,3-d]pyrimidin-4-yl)-1H-pyrazol-1-yl]azetidin-1-yl}piperidin-1-yl)carbonyl]-5-[(dimethylamino)methyl]benzonitrile C(#N)CC1(CN(C1)C1CCN(CC1)C(=O)C=1C=C(C#N)C=C(C1)CN(C)C)N1N=CC(=C1)C=1C2=C(N=CN1)NC=C2